8-bromo-6-chloro-3-cyclopropyl-2-(4-methyltetrahydro-2H-pyran-4-yl)quinazolin-4(3H)-one BrC=1C=C(C=C2C(N(C(=NC12)C1(CCOCC1)C)C1CC1)=O)Cl